1,3-bis({[1-(3-chloro-4-fluorophenyl)-1H-1,2,4-triazol-5-yl]methyl})urea ClC=1C=C(C=CC1F)N1N=CN=C1CNC(=O)NCC1=NC=NN1C1=CC(=C(C=C1)F)Cl